N-methylbenzo[d]thiazole-6-amine CNC1=CC2=C(N=CS2)C=C1